4-morpholinopyridine-2-amine O1CCN(CC1)C1=CC(=NC=C1)N